N1(CCCC1)C1=NC=CC=C1CN (2-(pyrrolidin-1-yl)pyridin-3-yl)methanamine